C(C)(C)(C)OC(=O)N1C2CN(C(C1)CC2)CC2=C(N=C1N2C=CC=N1)C1=CC=C(C=C1)Br tert.-Butyl-5-{[2-(4-bromophenyl)imidazo-[1,2-a]pyrimidin-3-yl]methyl}-2,5-diaza-bicyclo[2.2.2]octan-2-carboxylat